C1=NC=C(C2=CC=CC=C12)N1C(NC2=CC=C(C=C2C1=O)[C@@H](C(F)(F)F)C)=O 3-((S)-isoquinolin-4-yl)-6-((S)-1,1,1-trifluoropropan-2-yl)quinazoline-2,4(1H,3H)-dione